N-(tert-butoxycarbonyl)-1,3-diaminopropane CC(C)(C)OC(=O)NCCCN